ClC1=C(C=C(C=C1)CNC(C(C)C)=O)C=1NC(C=C(N1)C1=CC=C(C(=O)N(C)C)C=C1)=O 4-{2-[2-chloro-5-(isobutyrylaminomethyl)phenyl]-6-oxo-1,6-dihydropyrimidin-4-yl}-N,N-dimethylbenzamide